5-(benzyloxy)-4-(4-bromoisoindoline-2-carbonyl)-1,3-phenylenedi(4-toluenesulfonate) C(C1=CC=CC=C1)OC=1C(=C(C=C(C1)CC1=CC=C(C=C1)S(=O)(=O)[O-])CC1=CC=C(C=C1)S(=O)(=O)[O-])C(=O)N1CC2=CC=CC(=C2C1)Br